OC1=CC=C(C=C1)C1(CC(C2=CC=CC=C12)C1=CC=CC=C1)C1=CC=C(C=C1)O 1,1-bis(4-hydroxyphenyl)-3-phenylindane